BrC1=CC=C(C=N1)C1=NOC(N1C)=O 3-(6-bromopyridin-3-yl)-4-methyl-1,2,4-oxadiazol-5(4H)-one